stearic acid, stearic acid salt C(CCCCCCCCCCCCCCCCC)(=O)O.C(CCCCCCCCCCCCCCCCC)(=O)O